C(C)(C)N1N=CC(=C1)C(=O)NC1=CC2=C(C=N1)C=C(N2C)C2=NC(=NC=C2)NCCC(F)(F)F 1-isopropyl-N-(1-methyl-2-(2-(3,3,3-trifluoropropylamino)pyrimidin-4-yl)-1H-pyrrolo[3,2-c]pyridin-6-yl)-1H-pyrazole-4-carboxamide